The molecule is a carbapenemcarboxylic acid that is the 3-carboxy derivative of 2,3-didehydro-1-carbapenam. It is a carbapenemcarboxylic acid and an alpha,beta-unsaturated monocarboxylic acid. It is a conjugate acid of a (5R)-carbapenem-3-carboxylate. C1C=C(N2[C@H]1CC2=O)C(=O)O